hexafluorophosphate-acetonitrile C(C)#N.F[P-](F)(F)(F)(F)F